(8-methyl-3,8-diazabicyclo[3.2.1]octan-3-yl)(3-(thieno[2,3-c]pyridin-2-yl)-1H-pyrrolo[2,3-b]pyridin-5-yl)methanone CN1C2CN(CC1CC2)C(=O)C=2C=C1C(=NC2)NC=C1C1=CC=2C(=CN=CC2)S1